4-tert-butyl-2-iodo-1-(2,2,2-trifluoroethoxy)benzene C(C)(C)(C)C1=CC(=C(C=C1)OCC(F)(F)F)I